BrC1=C(C=O)C=C(C=C1)I 2-bromo-5-iodo-benzaldehyde